n-Butyl isocyanate CCCCN=C=O